5,5-dimethyl-2-chloro-1,3,2-dioxaphosphorinane phosphate P(=O)(O)(O)O.CC1(COP(OC1)Cl)C